fluorourethane acrylate C(C=C)(=O)O.FNC(=O)OCC